4-amino-5'-fluoro-2'-[(2R)-3-hydroxy-2-methylpropyl]-2',3'-dihydrospiro[cyclohexane-1,1'-isoindole]-4-carboxylic acid NC1(CCC2(N(CC3=CC(=CC=C23)F)C[C@H](CO)C)CC1)C(=O)O